NC1=CC(=C(C(=C1C(C)=O)F)Br)F 1-(6-amino-3-bromo-2,4-difluorophenyl)ethan-1-one